3-[4-[(4-chloropyrazol-1-yl)methyl]phenyl]-5-(trifluoromethyl)-1,2,4-oxadiazole ClC=1C=NN(C1)CC1=CC=C(C=C1)C1=NOC(=N1)C(F)(F)F